FC=1C(=C(N)C=CC1I)[N+](=O)[O-] 3-fluoro-4-iodo-2-nitroaniline